NC=1C=C(C=C2C=C(N=NC12)NC(=O)[C@H]1[C@H](C1)F)C=1C=NC=CC1OC (1S,2S)-N-(8-Amino-6-(4-methoxypyridin-3-yl)cinnolin-3-yl)-2-fluorocyclopropanecarboxamide